FC(C1=CC=C(C=C1)N1C=CC2=CC=C(C=C12)N)(F)F 1-(4-(trifluoromethyl)phenyl)-1H-indol-6-amine